[N+](=O)([O-])C1=CC=C(C=C1)CCS(=O)(=O)F 2-(4-nitrophenyl)ethane-1-sulfonyl fluoride